N-(6-((1H-pyrazol-1-yl)methyl)-4-methoxybenzo[d]isothiazol-3-yl)-2,6-dimethoxybenzenesulfonamide N1(N=CC=C1)CC1=CC2=C(C(=NS2)NS(=O)(=O)C2=C(C=CC=C2OC)OC)C(=C1)OC